1-(5-((tetrahydro-2H-pyran-2-yl)oxy)pentyl)cyclopropane-1-carboxylic acid tert-butyl ester C(C)(C)(C)OC(=O)C1(CC1)CCCCCOC1OCCCC1